tert-butyl 2-(3-(3-(5-bromothiophene-2-carboxamido)cyclohexyl)-2-(pyridin-2-yl)-3H-imidazo[4,5-c]pyridine-6-carbonyl)hydrazinecarboxylate BrC1=CC=C(S1)C(=O)NC1CC(CCC1)N1C(=NC2=C1C=NC(=C2)C(=O)NNC(=O)OC(C)(C)C)C2=NC=CC=C2